C1(=CC=CC=C1)[Si](C1=CC=C(C=C1)B(O)O)(C1=CC=CC=C1)C1=CC=CC=C1 [4-(triphenylsilyl)phenyl]boronic acid